C(C)OC(C(F)(F)C1=C(C=CC=C1C)Cl)=O (2-chloro-6-methyl-phenyl)-2,2-difluoro-acetic acid ethyl ester